CN(C)CC1CC2CCN(CC2CC1)C(=O)[C@H](CC(C)C)N1C([C@@H](NCC1)CC(C)C)=O (S)-1-[(S)-1-({6-[(Dimethyl-amino)methyl]perhydroisoquinol-2-yl}carbonyl)-3-methylbutyl]-3-isobutyl-2-piperazinone